bis(2-methyl-4-(n-hexyloxy)phenylsulfonyl)diazomethane CC1=C(C=CC(=C1)OCCCCCC)S(=O)(=O)C(=[N+]=[N-])S(=O)(=O)C1=C(C=C(C=C1)OCCCCCC)C